FC(OC1=C(C(=NN1C)C(F)(F)F)CS(=O)(=O)C1=NOC(C1)(C)C)F 3-[(5-difluoromethoxy-1-methyl-3-trifluoromethylpyrazol-4-yl)methylsulfonyl]-4,5-dihydro-5,5-dimethylisoxazole